1-((4-(bromomethyl)phenoxy)methyl)-3-methylbenzene BrCC1=CC=C(OCC2=CC(=CC=C2)C)C=C1